C(N)(=O)C=1C=CC2=C(N=C(C3=CC=NC=C23)NCCNCCCCN(C(OC(C)(C)C)=O)CC2=CC(=C(C=C2)C2=C(C=CC=C2)CO)Cl)C1 tert-Butyl (4-((2-((8-carbamoylbenzo[c][2,6]naphthyridin-5-yl)amino)ethyl)amino)butyl)((2-chloro-2'-(hydroxymethyl)-[1,1'-biphenyl]-4-yl)methyl)carbamate